1-[(4-Bromo-2-methyl-phenyl)methyl]-2-methyl-imidazole BrC1=CC(=C(C=C1)CN1C(=NC=C1)C)C